NC1=C(C=CC(=C1)F)C1=C(C=C(C(=C1)Cl)C(=O)NC=1C=C(C(=NC1)C(=O)N)C(F)(F)F)F 5-(2'-amino-5-chloro-2,4'-difluoro-[1,1'-biphenyl]-4-carboxamido)-3-(trifluoromethyl)picolinamide